(S)-benzyl 2-aminopropanoate N[C@H](C(=O)OCC1=CC=CC=C1)C